pentalene-4-carboxylic Acid C1=CC=C2C(=CC=C12)C(=O)O